BENZO[C]CHROMANE C1=C2C3=C(COC2=CC=C1)C=CC=C3